N-butyl-(N-heptyl)aminoethanol C(CCC)N(CCCCCCC)C(C)O